ammonium 2-acrylamino-2-methylpropanesulfonate C(=O)(C=C)NC(CS(=O)(=O)[O-])(C)C.[NH4+]